BrC=1C=C2N(N=CC(=C2N[C@@H]2CC[C@H](CC2)NC(OC(C)(C)C)=O)C(N)=NC2=C(C=CC=C2C)C)C1 trans-tert-butyl N-[4-[[6-bromo-3-[N'-(2,6-dimethylphenyl)carbamimidoyl]pyrrolo[1,2-b]pyridazin-4-yl]amino]cyclohexyl]carbamate